2-(4-(cyclopropyl-sulfonyl)-3-methylphenyl)-4,4,5,5-tetramethyl-1,3,2-dioxaborolane C1(CC1)S(=O)(=O)C1=C(C=C(C=C1)B1OC(C(O1)(C)C)(C)C)C